5-[(3R,5S)-3-[(2-fluoro-4-piperazin-1-yl-phenyl)methylamino]-5-methyl-1-piperidinyl]quinoline-8-carbonitrile FC1=C(C=CC(=C1)N1CCNCC1)CN[C@H]1CN(C[C@H](C1)C)C1=C2C=CC=NC2=C(C=C1)C#N